C(N)(=O)[C@@H]1C[C@@H](C(N1)=O)CCNC(=O)[C@@H]1[C@H]2C([C@H]2CN1C([C@H](C(C)(C)C)NC(C(F)(F)F)=O)=O)(C)C (1R,2S,5S)-N-(2-((3S,5S)-5-carbamoyl-2-oxopyrrolidin-3-yl)ethyl)-3-((S)-3,3-dimethyl-2-(2,2,2-trifluoroacetamido)butanoyl)-6,6-dimethyl-3-azabicyclo[3.1.0]hexane-2-carboxamide